C1(=CC=CC=C1)NC(NC=1C=C(C=CC1)OS(=O)(=O)C1=CC=C(C=C1)C)=O [3-(3-Phenylureido)phenyl]-4-methylbenzenesulfonate